6-chloro-N,N-bis[(4-methoxyphenyl)methyl]-4-methyl-5-(trifluoromethyl)pyridin-2-amine ClC1=C(C(=CC(=N1)N(CC1=CC=C(C=C1)OC)CC1=CC=C(C=C1)OC)C)C(F)(F)F